COC(C(C(=O)O)C)=O 3-methoxy-2-methyl-3-oxopropionic acid